Cl.O1CCN(CC1)CCN1C=CC2=CC=C(C=C12)C(=O)O 1-(2-morpholinoethyl)-1H-indole-6-carboxylic acid hydrochloride